rac-(4aR,8aS)-6-[3-[[2-fluoro-4-(trifluoromethyl)phenyl]methoxy]-2-methyl-azetidine-1-carbonyl]-4,4a,5,7,8,8a-hexahydropyrido[4,3-b][1,4]oxazin-3-one FC1=C(C=CC(=C1)C(F)(F)F)COC1C(N(C1)C(=O)N1C[C@@H]2[C@@H](OCC(N2)=O)CC1)C |r|